1-(3-chloro-5'-fluoro-2'-hydroxy-3'-(5-(4-methylpiperazin-1-yl)pyridin-3-yl)-[1,1'-biphenyl]-4-yl)-3-methyl-1H-imidazol-2(3H)-one ClC=1C=C(C=CC1N1C(N(C=C1)C)=O)C1=C(C(=CC(=C1)F)C=1C=NC=C(C1)N1CCN(CC1)C)O